tert-butyl (3aR,8aS)-1,3-dioxo-3a,4,5,7,8,8a-hexahydropyrrolo[3,4-d]azepine-6-carboxylate O=C1NC([C@H]2[C@@H]1CCN(CC2)C(=O)OC(C)(C)C)=O